N-vinyl-oxazolidone C(=C)N1[CH-]OCC1=O